hydroxypyridine sulfur [S].OC1=NC=CC=C1